(2S,4r)-2-(Aminomethyl)-7-((S)-1-(3-(3-fluoro-4-((methylsulfonyl)methyl)phenyl)-2-(1H-tetrazole-5-yl)-1H-indol-7-yl)ethyl)-5-oxa-7-azaspiro[3.4]octan-6-one NCC1CC2(C1)OC(N(C2)[C@@H](C)C=2C=CC=C1C(=C(NC21)C2=NN=NN2)C2=CC(=C(C=C2)CS(=O)(=O)C)F)=O